tert-Butyl N-tert-butoxycarbonyl-N-[[2-fluoro-3-methoxy-6-(3-methyl-1,2,4-triazol-1-yl)phenyl]methyl]carbamate C(C)(C)(C)OC(=O)N(C(OC(C)(C)C)=O)CC1=C(C(=CC=C1N1N=C(N=C1)C)OC)F